2-bromo-2-(2-methyl-3-fluoro-4-nitrophenyl)acetonitrile BrC(C#N)C1=C(C(=C(C=C1)[N+](=O)[O-])F)C